N-{3-fluoro-5-[2-(methylamino)quinolin-7-yl]phenyl}prop-2-enamide FC=1C=C(C=C(C1)C1=CC=C2C=CC(=NC2=C1)NC)NC(C=C)=O